tert-butyl N-[1-[3-[3-[(4-methoxyphenyl)methyl]-2,4-dioxo-hexahydropyrimidin-1-yl] imidazo[1,2-a]pyridin-8-yl]-4-piperidyl]-N-methyl-carbamate COC1=CC=C(C=C1)CN1C(N(CCC1=O)C1=CN=C2N1C=CC=C2N2CCC(CC2)N(C(OC(C)(C)C)=O)C)=O